(13R)-12-chloro-11-fluoro-13,14-dimethyl-6,7,13,14-tetrahydro-1,15-ethenopyrazolo[4,3-f][1,4,8,10]benzoxatriazacyclotridecin-4(5H)-one ClC1=C(C=CC2=C1[C@H](N(C1=NC3=C(C(NCCO2)=O)C=NN3C=C1)C)C)F